L-Phenylalanine benzyl ester tosylate salt S(=O)(=O)(O)C1=CC=C(C)C=C1.C(C1=CC=CC=C1)OC([C@@H](N)CC1=CC=CC=C1)=O